N-(2-methyl-2-azaspiro[3.3]heptan-6-yl)-5-(1,5-naphthyridin-2-yl)pyrrolo[2,1-f][1,2,4]triazin-2-amine CN1CC2(C1)CC(C2)NC2=NN1C(C=N2)=C(C=C1)C1=NC2=CC=CN=C2C=C1